3-Hydroxy-5,5-dimethyl-2-(1-((6-methylpyridin-2-yl)methyl)-3-(trifluoromethyl)-1H-pyrazole-4-carbonyl)cyclohex-2-en-1-one OC1=C(C(CC(C1)(C)C)=O)C(=O)C=1C(=NN(C1)CC1=NC(=CC=C1)C)C(F)(F)F